COC1=CC=C(C=C1)[C@H]1[C@@H](C(NC1(C)C)=O)C(=O)O |r| (±)-trans-4-(4-methoxyphenyl)-5,5-dimethyl-2-oxopyrrolidine-3-carboxylic acid